C(OC[C@H]1O[C@@]([C@@H]([C@@H]1O)O)(C#N)C1=CC=C2C(=NC=NN21)N)(OCCC)=O ((2R,3S,4R,5R)-5-(4-aminopyrrolo[2,1-f][1,2,4]triazin-7-yl)-5-cyano-3,4-dihydroxytetrahydrofuran-2-yl)methyl propyl carbonate